FC=1C=C(C(=O)NC=2C=NC(=NC2)N2CCCC2)C=C(C1O)C=O 3-fluoro-5-formyl-4-hydroxy-N-(2-(pyrrolidin-1-yl)pyrimidin-5-yl)benzamide